N-[(2R)-4-(benzyloxy)-3,3-difluoro-1-(2H-1,2,3-triazol-2-yl)butan-2-yl]-3-fluoro-2-[5-(4-fluorophenyl)-1H-pyrazol-3-yl]benzamide C(C1=CC=CC=C1)OCC([C@@H](CN1N=CC=N1)NC(C1=C(C(=CC=C1)F)C1=NNC(=C1)C1=CC=C(C=C1)F)=O)(F)F